CN1[C@@H](CCC1)COC1=NC2=NC=CC=C2C=C1 (((S)-1-Methylpyrrolidin-2-yl)methoxy)-1,8-naphthyridine